(R)-(3,5-difluorophenyl)(8-methyl-3-(3-methyl-1,2,4-thiadiazol-5-yl)-5,6-dihydro-[1,2,4]triazolo[4,3-a]pyrazin-7(8H)-yl)methanone FC=1C=C(C=C(C1)F)C(=O)N1[C@@H](C=2N(CC1)C(=NN2)C2=NC(=NS2)C)C